benzyl phenyl SULFOXIDE C1(=CC=CC=C1)S(=O)CC1=CC=CC=C1